(5aS,6R,11bS)-11-chloro-14-(cyclopropylmethyl)-2,3,4,5,6,7-hexahydro-6,11b-(Epiminoethano)naphtho[1,2-d]azepine-5a,10(1H)-diol ClC=1C(=CC=C2C[C@@H]3[C@]4([C@](CCNCC4)(C12)CCN3CC3CC3)O)O